6-(4-fluorophenyl)-N-((R)-1-(6-methylpyridazin-3-yl)ethyl)-8-(methylsulfinyl)quinazolin-4-amine FC1=CC=C(C=C1)C=1C=C2C(=NC=NC2=C(C1)S(=O)C)N[C@H](C)C=1N=NC(=CC1)C